CC1=NC=CC(=C1)C1=CC=2C=NC(=CC2N1)N 2-(2-methylpyridin-4-yl)-1H-pyrrolo[3,2-c]pyridin-6-amine